C(C)(C)(C)OC(=O)N1CCC2(CC1)CC(C1=CC(=CC=C12)Br)=O 5-bromo-3-oxo-2,3-dihydrospiro[indene-1,4'-piperidine]-1'-carboxylic acid tert-butyl ester